BrCCOCCOC1=C(C=CC=C1)C1(CC=C(C=C1)C1=CC=C(C=C1)C1=NC2=C(N1C1=CC=CC=C1)C=CC=C2)C(C#N)=C 4-(2-(2-(2-bromoethoxy)ethoxy)phenyl)-2-(4'-(1-phenyl-1H-benzo[d]imidazol-2-yl)-[1,1'-biphenyl]-4-yl)acrylonitrile